ethylmethyl (2-fluorovinyl)phosphonate FC=CP(OCCC)([O-])=O